NC=1C2=C(N=C(N1)NC1CCN(CC1)C)N=CC(=C2)C(=O)OC methyl 4-amino-2-[(1-methylpiperidin-4-yl)amino]pyrido[2,3-d]pyrimidine-6-carboxylate